FC=1C=CC(=NC1)[C@@H](C)OC1=CC(=CC=2N1C=CN2)B(O)O [5-[(1R)-1-(5-Fluoro-2-pyridyl)ethoxy]imidazo[1,2-a]pyridin-7-yl]boronic acid